bis(5,7-dichloro-2-trityl-1,2,3,4-tetrahydroisoquinoline-6-carboxylic acid)-tetramethylethylenediamine salt CN(CCN(C)C)C.ClC1=C2CCN(CC2=CC(=C1C(=O)O)Cl)C(C1=CC=CC=C1)(C1=CC=CC=C1)C1=CC=CC=C1.ClC1=C2CCN(CC2=CC(=C1C(=O)O)Cl)C(C1=CC=CC=C1)(C1=CC=CC=C1)C1=CC=CC=C1